3-(cyclopropylmethoxy)-4-(difluoromethoxy)-iodobenzene C1(CC1)COC=1C=C(C=CC1OC(F)F)I